4-((3-fluoropyridin-2-yl)thio)-6-(6-morpholinopyridin-3-yl)pyrazolo[1,5-a]pyridine-3-carbonitrile FC=1C(=NC=CC1)SC=1C=2N(C=C(C1)C=1C=NC(=CC1)N1CCOCC1)N=CC2C#N